COC1=C(C(=CC=C1)C)B(O)O 2-methoxy-6-methylphenylboronic acid